C(N)(OC1=C(C(=CC=C1)CCCCCCCC)CCCCCCCC)=O (dioctylphenyl) carbamate